C(C)(C)(C)NC1=CC(=C2C(=N1)C=C(S2)C2=CC=NN2C2OCCCC2)NC2CC(C2)(O)C (1s,3s)-3-((5-(tert-butylamino)-2-(1-(tetrahydro-2H-pyran-2-yl)-1H-pyrazol-5-yl)thieno[3,2-b]pyridin-7-yl)amino)-1-methylcyclobutanol